O[C@@H]1C[C@H](N(C1)C([C@H](C(C)(C)C)NC(CC1CCN(CC1)CC(=O)O)=O)=O)C(N[C@@H](C)C1=CC=C(C=C1)C1=C(N=CS1)C)=O 2-(4-(2-(((S)-1-((2S,4R)-4-hydroxy-2-(((S)-1-(4-(4-methylthiazol-5-yl)phenyl)ethyl)carbamoyl)pyrrolidin-1-yl)-3,3-dimethyl-1-oxobutan-2-yl)amino)-2-oxoethyl)piperidin-1-yl)acetic acid